FC(CCC[C@H](N)C(=O)O)(F)F 6,6,6-trifluoronorleucine